(5-(1,5-naphthyridin-4-yl)-1H-pyrazol-3-yl)-7-fluoro-5-(1-methylpiperidin-4-yl)-5H-pyrrolo[2,3-b]pyrazin-3-amine N1=CC=C(C2=NC=CC=C12)C1=CC(=NN1)C=1N=C2C(=NC1N)N(C=C2F)C2CCN(CC2)C